CC1(C[C@@H](NC=2N1N=CC2C(=O)NC(C(=O)N[C@@H](CC(=O)O)C(N)=O)(CC)C2=CC=C(C=C2)CC)C2=CC=CC=C2)C 2-((((5R)-7,7-Dimethyl-5-phenyl-4,5,6,7-tetrahydropyrazolo[1,5-a]pyrimidin-3-yl)carbonyl)amino)-2-(4-ethylphenyl)butanoyl-L-alpha-asparagine